5-ethyl-6-fluoro-4-(2-(((2R,7aS)-2-fluorohexahydro-1H-pyrrolizin-7a-yl)methoxy)-4-(2-thia-6-azaspiro[3.5]nonan-6-yl)-5,6-dihydropyrido[3,4-d]pyrimidin-7(8H)-yl)naphthalen-2-ol C(C)C1=C2C(=CC(=CC2=CC=C1F)O)N1CC=2N=C(N=C(C2CC1)N1CC2(CSC2)CCC1)OC[C@]12CCCN2C[C@@H](C1)F